SC1=NC=C(C=C1)C(F)(F)F 2-mercapto-5-(trifluoromethyl)pyridine